2-methyl-2-(5-(4-methylpiperazin-1-yl)-2-((4-((3-(5-oxo-1,4-oxazepan-4-yl)propyl)amino)-5-(trifluoromethyl)pyrimidin-2-yl)amino)phenyl)propionitrile CC(C#N)(C)C1=C(C=CC(=C1)N1CCN(CC1)C)NC1=NC=C(C(=N1)NCCCN1CCOCCC1=O)C(F)(F)F